FC=1C=C(C=C(C1CN1CCOC=2C=NC=3N=C(C=CC3C21)OC)F)S(=O)(=O)N 3,5-difluoro-4-((8-methoxy-2,3-dihydro-1H-[1,4]oxazino[2,3-c][1,8]naphthyridin-1-yl)methyl)benzenesulfonamide